8-acetyl-3,6-dimethyl-2-(3-pyridyl)quinazolin-4-one C(C)(=O)C=1C=C(C=C2C(N(C(=NC12)C=1C=NC=CC1)C)=O)C